((3R,4R)-1-(1-(2-(3-cyanoazetidin-1-yl)-2-oxoethyl)-5,6-difluoro-1H-benzo[d]imidazol-2-yl)-4-fluoropiperidin-3-yl)carbamic acid tert-butyl ester C(C)(C)(C)OC(N[C@@H]1CN(CC[C@H]1F)C1=NC2=C(N1CC(=O)N1CC(C1)C#N)C=C(C(=C2)F)F)=O